N2-Benzyl-5-(5-chloro-2-isopropyl-4-methoxy-benzyl)-pyrimidine-2,4-diamine C(C1=CC=CC=C1)NC1=NC=C(C(=N1)N)CC1=C(C=C(C(=C1)Cl)OC)C(C)C